2-bromo-5-[(1R,4R)-5-methyl-2,5-diazabicyclo[2.2.1]heptan-2-yl]pyrazolo[1,5-a]pyrimidine-3-carboxylic acid ethyl ester C(C)OC(=O)C=1C(=NN2C1N=C(C=C2)N2[C@H]1CN([C@@H](C2)C1)C)Br